((3aS,4R,6S,6aS)-6-(4-aminopyrrolo[2,1-f][1,2,4]triazin-7-yl)-4-cyano-2,2-dimethyltetrahydrofuro[3,4-d][1,3]dioxol-4-yl)methyl ((R)-sec-butyl) carbonate C(OC[C@]1(O[C@H]([C@@H]2OC(O[C@@H]21)(C)C)C2=CC=C1C(=NC=NN12)N)C#N)(O[C@H](C)CC)=O